2-[[2-[2-[2-[2-[2-[2,3-bis[(Z)-octadec-9-enoxy]propoxy]ethoxy]ethoxy]ethoxy]ethoxy]-2-oxo-ethyl]amino]propyl 2-(2-methoxyethylamino)acetate COCCNCC(=O)OCC(C)NCC(=O)OCCOCCOCCOCCOCC(COCCCCCCCC\C=C/CCCCCCCC)OCCCCCCCC\C=C/CCCCCCCC